C(C)OC(=O)C1NCCC12CNC1=CC=CC=C12 spiro[indoline-3,3'-pyrroline]-2'-carboxylic acid ethyl ester